N1CCCNCC1 1,2,3,4,5,6-hexahydro-[1,5]diazepine